[Pt].[Ir].[Ag] silver-iridium-platinum